1-methyl-2-(1-methyl-1H-pyrazol-4-yl)-N-(tetrahydro-2H-pyran-4-yl)-1H-pyrrolo[3,2-c]pyridin-6-amine CN1C(=CC=2C=NC(=CC21)NC2CCOCC2)C=2C=NN(C2)C